Methyl 3-(3-acetoxypropyl)-6-chloro-7-(2-(hydroxymethyl)-4,5,6,7-tetrahydropyrazolo[1,5-a]pyridin-3-yl)-1-methyl-1H-indole-2-carboxylate C(C)(=O)OCCCC1=C(N(C2=C(C(=CC=C12)Cl)C=1C(=NN2C1CCCC2)CO)C)C(=O)OC